OC1=C(C[C@H](N)C(=O)O)C2=CC=CC=C2N1 2-Hydroxy-Tryptophan